3-{2-fluoro-4-methoxy-5-[(2-methyl-1,3-benzoxazol-4-yl)methoxy]phenyl}-2,4-dioxo-1H-thieno[3,4-d]pyrimidine-5-carboxylic acid FC1=C(C=C(C(=C1)OC)OCC1=CC=CC2=C1N=C(O2)C)N2C(NC=1C(C2=O)=C(SC1)C(=O)O)=O